CN1C(=CC=2C=NC(=CC21)NC2CCOCC2)C2=NC(=NC=C2)C(=C)C 1-methyl-2-(2-(prop-1-en-2-yl)pyrimidin-4-yl)-N-(tetrahydro-2H-pyran-4-yl)-1H-pyrrolo[3,2-c]Pyridin-6-amine